O=C1NC(CCC1NC(=O)C1=CC=C(C=N1)NC1CCC(CC1)C(=O)OC(C)(C)C)=O tert-Butyl (1r,4r)-4-((6-((2,6-dioxopiperidin-3-yl)carbamoyl)pyridin-3-yl)amino)cyclohexane-1-carboxylate